[Ce+3].C(C)(=O)[O-].C(C)(=O)[O-].C(C)(=O)[O-] acetic acid, cerium salt